methyl (2-chloro-5-(1-(3-methylbenzyloxyimino)ethyl)benzyl)carbamate ClC1=C(CNC(OC)=O)C=C(C=C1)C(C)=NOCC1=CC(=CC=C1)C